ClC=1C=C2C=NC(=NC2=CC1C1CCN(CC1)[C@]1(COC[C@H]1OC)C)NC=1C=NN(C1C)C1CC1 |o1:17,21| (3S,4S) or (3R,4R)-6-chloro-N-(1-cyclopropyl-5-methyl-1H-pyrazol-4-yl)-7-(1-(4-methoxy-3-methyltetrahydrofuran-3-yl)piperidin-4-yl)quinazolin-2-amine